C1C(C12CCC2)C(=O)NC=2SC1=C(N2)C=CC=C1C=1C=C(C=CC1)C1=CC=C(O1)P(O)(O)=O [5-[3-[2-(spiro[2.3]hexane-2-carbonylamino)-1,3-benzothiazol-7-yl]phenyl]-2-furyl]phosphonic acid